(S)-5-(3-(((tert-butoxycarbonyl)(cyclopropyl)amino)methyl)pyrrolidin-1-yl)pyrazine-2-carboxylic acid C(C)(C)(C)OC(=O)N(C1CC1)C[C@@H]1CN(CC1)C=1N=CC(=NC1)C(=O)O